C(C)(C)(C)OC(=O)N1CC(C(CC1)=O)C1=CC(=NC=C1)C 3-(2-methylpyridin-4-yl)-4-oxopiperidine-1-carboxylic acid tert-butyl ester